C(N)(=O)C1=NN(N=C1)CCNC(OC(C)(C)C)=O tert-butyl (2-(4-carbamoyl-2H-1,2,3-triazol-2-yl)ethyl)carbamate